3-(4-chlorobenzyl)-1-(4-(3-chloropyridin-4-yl)phenyl)pyrrolidin-2-one ClC1=CC=C(CC2C(N(CC2)C2=CC=C(C=C2)C2=C(C=NC=C2)Cl)=O)C=C1